ClC1=CN(C2=NC=C(C=C21)[N+](=O)[O-])C 3-chloro-1-methyl-5-nitro-1H-pyrrolo[2,3-b]pyridine